2-fluoro-4-chloro-5-methylphenylhydrazine FC1=C(C=C(C(=C1)Cl)C)NN